C(C)N1C([C@@H](OC2(C1)CCN(CC2)CC2=CC=C(C#N)C=C2)C)=O (S)-4-((4-ethyl-2-methyl-3-oxo-1-oxa-4,9-diazaspiro[5.5]undecan-9-yl)methyl)benzonitrile